N1C=CC2=NC=C(C=C21)C(C)=O 1-(1H-pyrrolo[3,2-b]pyridin-6-yl)ethanone